Phenyl-(9,9-dimethyl-9H-fluoren-2-yl)amine C1(=CC=CC=C1)NC1=CC=2C(C3=CC=CC=C3C2C=C1)(C)C